NC=1N=C(C=C2C=C(N=CC12)NC(=O)[C@H]1[C@H](C1)C)Cl |r| (+-)-cis-N-(8-amino-6-chloro-2,7-naphthyridin-3-yl)-2-methyl-cyclopropanecarboxamide